ClC1=NC(=CN=C1)C1=CC(=C(C=C1)F)F 2-chloro-6-(3,4-difluorophenyl)pyrazine